2,4-dinitrofluorobenzeneethanol [N+](=O)([O-])C1=C(C=CC(=C1F)[N+](=O)[O-])CCO